(1R)-1-(5-bromo-2-fluorophenyl)propan-1-amine BrC=1C=CC(=C(C1)[C@@H](CC)N)F